4-((20Z,23Z)-10-((8Z,11Z)-heptadeca-8,11-dien-1-yl)-8,8-dimethyl-7,9,11-trioxa-8-silanonacosa-20,23-dien-1-yl)morpholine C(CCCCCC\C=C/C\C=C/CCCCC)C(O[Si](OCCCCCCN1CCOCC1)(C)C)OCCCCCCCC\C=C/C\C=C/CCCCC